FC(C=1C=C(C(=O)N[C@@H](C)C2=NC=NN2C2=NC=C(C(=O)N(C)C3CC3)C=C2)C=C(C1)C(F)(F)F)(F)F 6-(5-{(1S)-1-[3,5-bis(trifluoromethyl)benzamido]ethyl}-1H-1,2,4-triazol-1-yl)-N-cyclopropyl-N-methylnicotinamide